1,2-ethane-disulfonate C(CS(=O)(=O)[O-])S(=O)(=O)[O-]